4-[2-(2,5-dimethylpyrazol-3-yl)-5-(3-phenylpyrazol-1-yl)pyrazolo[1,5-a]pyrimidin-7-yl]morpholine CN1N=C(C=C1C1=NN2C(N=C(C=C2N2CCOCC2)N2N=C(C=C2)C2=CC=CC=C2)=C1)C